BrC1=CC=2C(C3=CC=CC=C3C2C=C1)(CC)CC 2-bromo-9,9-diethylfluorene